2-(3,5-dimethylphenyl)-5-(1-isobutyl-1H-pyrazol-4-yl)-N4-(1,2,3,4-tetrahydroisoquinolin-7-yl)pyrimidine-2,4-diamine CC=1C=C(C=C(C1)C)C1(NC=C(C(=N1)NC1=CC=C2CCNCC2=C1)C=1C=NN(C1)CC(C)C)N